ClC=1C=C(C=CC1F)NC(N(C)[C@@H]1C[S@](CC=2NC(C=3C=C(C(=CC3C21)F)F)=O)=O)=O 3-(3-Chloro-4-fluorophenyl)-(1S)-(8,9-difluoro-3R-oxido-6-oxo-1,4,5,6-tetrahydro-2H-thiopyrano[3,4-c]isoquinolin-1-yl)-1-methylurea